FC1=C(C=CC=C1)C1=NC(=NO1)C=1C=C(C(=O)O)C=CC1 3-[5-(2-fluoro-phenyl)-[1,2,4]oxadiazol-3-yl]-benzoic acid